ClC=1C(=C(C=CC1)NC=1N(C2=NC(=NC=C2N1)NC1CCCC1)C1CCC(CC1)C(=O)N)F (1s,4s)-4-(8-(3-chloro-2-fluorophenylamino)-2-(cyclopentylamino)-9H-purin-9-yl)cyclohexanecarboxamide